NC(CCNNC([C@H](CC(C)C)NC(=O)C=1NC2=CC=CC(=C2C1)OC)=O)=O (S)-N-(1-(2-(3-amino-3-oxo-propyl)hydrazino)-4-methyl-1-oxo-pentan-2-yl)-4-methoxy-1H-indole-2-carboxamide